C(C1=CC=CC=C1)O[C@@H](CNCCC(=O)OC)[C@@H]([C@@H](COCC1=CC=CC=C1)OCC1=CC=CC=C1)OCC1=CC=CC=C1 Methyl 3-{[(2S,3S,4R)-2,3,4,5-tetrakis(benzyloxy)pentyl]amino}propanoate